C(C)N(C(=O)N[C@H](C(F)(F)F)CCC(F)(F)F)[C@H](C(F)(F)F)C1=NC=C(C(=C1)C=1C=C(C=2N(C1)N=CN2)F)OC 1-ethyl-3-((S)-1,1,1,5,5,5-hexafluoropentan-2-yl)-1-((S)-2,2,2-trifluoro-1-(4-(8-fluoro-[1,2,4]triazolo[1,5-a]pyridin-6-yl)-5-methoxypyridin-2-yl)ethyl)urea